N[C@H](C(=O)O)C(C1=CC=C(C=C1)Cl)C1=CC=C(C=C1)Cl (S)-2-amino-3,3-bis(4-chlorophenyl)propanoic acid